C1(=CC=C(C=C1)[NH3+])[NH3+] p-phenylenediammonium